2-(2-chloro-6-fluorophenyl)-N-[6-(3-fluoroanilino)pyridazin-4-yl]acetamide ClC1=C(C(=CC=C1)F)CC(=O)NC1=CN=NC(=C1)NC1=CC(=CC=C1)F